N-((5-(2-nitrophenyl)-1H-1,2,4-triazol-3-yl)methyl)-2-(trifluoromethoxy)benzamide [N+](=O)([O-])C1=C(C=CC=C1)C1=NC(=NN1)CNC(C1=C(C=CC=C1)OC(F)(F)F)=O